(5R,6S)-8,9-difluoro-N,N,6-trimethyl-5,6-dihydro-4H-pyrrolo[3,2,1-ij]quinolin-5-amine FC=1C=C2[C@@H]([C@H](CN3C2=C(C1F)C=C3)N(C)C)C